N,N,N',N',N'',N''-hexamethyl-N'''-(trimethylsilylmethyl)-phosphorimidic triamide CN(P(N(C)C)(N(C)C)=NC[Si](C)(C)C)C